2-(2-chloro-3-fluorophenyl)-N-(1-methoxy-5-sulfamoylisoquinolin-7-yl)acetamide methyl-5-(benzo[d]thiazol-2-ylthio)pentanoate COC(CCCCSC=1SC2=C(N1)C=CC=C2)=O.ClC2=C(C=CC=C2F)CC(=O)NC2=CC(=C1C=CN=C(C1=C2)OC)S(N)(=O)=O